(R)-1-cyclohexyl-3-(7-((1-phenylethyl)amino)quinazolin-2-yl)urea C1(CCCCC1)NC(=O)NC1=NC2=CC(=CC=C2C=N1)N[C@H](C)C1=CC=CC=C1